3,5-bis(methylthio)-1,2,4-thiadiazole CSC1=NSC(=N1)SC